2,5-dioxopyrrolidin-1-yl N2-acetyl-N6-(tert-butoxycarbonyl)-L-lysinate C(C)(=O)N[C@@H](CCCCNC(=O)OC(C)(C)C)C(=O)ON1C(CCC1=O)=O